1-(2-(5-chloro-2-(trifluoromethyl)benzyl)-2,7-diazaspiro[3.5]nonane-7-carbonyl)-4-methyl-1H-pyrazole-3-carboxylic acid ClC=1C=CC(=C(CN2CC3(C2)CCN(CC3)C(=O)N3N=C(C(=C3)C)C(=O)O)C1)C(F)(F)F